C(C)(C)OC1=NC=2N(C=C1C(=O)NC=1C(N(C=CC1)[C@@H]1[C@H](C1)C)=O)C=C(N2)[C@@]21CO[C@@](CC2)(C1)C 7-isopropoxy-2-((1S,4R)-1-methyl-2-oxabicyclo[2.2.1]hept-4-yl)-N-(1-((1S,2S)-2-methylcyclopropyl)-2-oxo-1,2-dihydropyridin-3-yl)imidazo[1,2-a]pyrimidine-6-carboxamide